BrCC1(CC1)C#N 1-(bromomethyl)cyclopropane-1-carbonitrile